2-((1H-pyrazol-3-yl)methyl)-4-methyl-6-(pyridin-4-ylmethyl)-4H-thiazolo[5',4':4,5]pyrrolo[2,3-d]pyridazin-5(6H)-one N1N=C(C=C1)CC=1SC2=C(N(C=3C(N(N=CC32)CC3=CC=NC=C3)=O)C)N1